methyl (S)-1-(2-((tert-butoxycarbonyl)amino)-5-(2-nitro-1H-imidazol-1-yl)pentanamido)cyclohexane-1-carboxylate C(C)(C)(C)OC(=O)N[C@H](C(=O)NC1(CCCCC1)C(=O)OC)CCCN1C(=NC=C1)[N+](=O)[O-]